[Br].FC1=CC=C(C=C1)CN p-fluorobenzenemethylamine bromine